Octane-3-one CCC(CCCCC)=O